BrC(C=O)C(CC)=O 2-bromopentane-1,3-dione